6-(4-((2-(4-Methoxyphenyl)-5-oxo-5,6-dihydropyrimido[4,5-d]pyridazin-4-yl)amino)phenyl)-6-azaspiro[2.5]octan COC1=CC=C(C=C1)C=1N=C(C2=C(C=NNC2=O)N1)NC1=CC=C(C=C1)N1CCC2(CC2)CC1